4,6-Difluoro-N-(2-((2R,3S)-2-methylpyrrolidin-3-yl)thieno[2,3-b]pyridin-4-yl)benzo[d]thiazol-5-amine FC1=C(C(=CC2=C1N=CS2)F)NC2=C1C(=NC=C2)SC(=C1)[C@@H]1[C@H](NCC1)C